ethyl 2-(2-((5-chloro-1-(tetrahydro-2H-pyran-2-yl)-1H-indazol-3-yl)methoxy)phenyl)acetate ClC=1C=C2C(=NN(C2=CC1)C1OCCCC1)COC1=C(C=CC=C1)CC(=O)OCC